ClC=1C(=NC=CC1)N1N=C(C=C1C(=O)NC=1C(=CC=2N(C1C(=O)NCC#C)N=CC2)C)C(F)(F)F 6-(1-(3-Chloropyridin-2-yl)-3-(trifluoromethyl)-1H-pyrazol-5-carboxamido)-5-methyl-N-(prop-2-yn-1-yl)pyrazolo[1,5-a]pyridin-7-carboxamid